CC(C)(CCC(C)(OOC(C)(C)C)C)OOC(C)(C)C 2,5-bisMethyl-2,5-bis(tert-butylperoxy)hexane